C(C)OC(=O)C1=C(N(C=2C1=NC=CC2Cl)C)C2=CC=CC=C2 7-chloro-1-methyl-2-phenyl-1H-pyrrolo[3,2-b]Pyridine-3-carboxylic acid ethyl ester